NC1=C(C=CC(=C1)C1=NOC(=N1)CCC1CCCC1)NCCNC(C1=CC=CC=C1)=O N-(2-((2-amino-4-(5-(2-cyclopentylethyl)-1,2,4-oxadiazol-3-yl)phenyl)amino)ethyl)benzamide